FC1=CC=C(C=C1)C#CCN1N=CC(=C1)C1=NC=2N=C(N(C(C2N1)=O)CCC)N1CCCC1 8-{1-[3-(4-Fluoro-phenyl)-prop-2-ynyl]-1H-pyrazol-4-yl}-1-propyl-2-pyrrolidin-1-yl-1,7-dihydro-purin-6-one